(R)-2-(6-(3-fluoropiperidin-1-yl)pyridin-3-yl)-5-(1H-pyrazol-4-yl)-6,7-dihydrothiazolo[5,4-c]pyridin-4(5H)-one F[C@H]1CN(CCC1)C1=CC=C(C=N1)C=1SC=2C(N(CCC2N1)C=1C=NNC1)=O